C(#N)C=1C(=C(C=CC1F)C1=CC=C(C=C1)F)C#N dicyanodifluorobiphenyl